COC(=O)C1=C(C=NC=C1)NC[C@@H]1CCCC2=CC(=CC=C12)N(C1=CC=CC=C1)CC 3-({[(1R)-6-[ethyl-(phenyl)amino]-1,2,3,4-tetrahydronaphthalen-1-yl]methyl}amino)pyridine-4-carboxylic acid methyl ester